BrC1=CC=C2C=NC(=NC2=C1O[C@@H]1CC[C@@H](CC1)O[Si](C)(C)C(C)(C)C)Cl 7-bromo-8-((cis-4-((tert-butyldimethylsilyl)oxy)cyclohexyl)oxy)-2-chloroquinazoline